8-bromo-6-fluoro-spiro[chromane-2,1'-cyclopropane]-4-one BrC=1C=C(C=C2C(CC3(CC3)OC12)=O)F